2-amino-5-(4-(2-(3,5-difluorophenyl)-2-hydroxyacetamido)-2-ethylphenyl)-N-(2,2,2-trifluoroethyl)nicotinamide NC1=C(C(=O)NCC(F)(F)F)C=C(C=N1)C1=C(C=C(C=C1)NC(C(O)C1=CC(=CC(=C1)F)F)=O)CC